C(O)(O)=O.CN1CN(C=C1)C 1,3-dimethylimidazole bicarbonate